C1N(CC[C@]12CNCC2)C(=O)OC(C)(C)C |r| (±)-tert-butyl 2,7-diazaspiro[4.4]nonane-2-carboxylate